Natrium 9-Decenol C(CCCCCCCC=C)O.[Na]